racemic-trans-4-(4-acryloyl-5-(hydroxymethyl)morpholin-2-yl)-6-chloro-N-methyl-[2,4'-bipyridine]-2'-carboxamide C(C=C)(=O)N1C[C@H](OC[C@@H]1CO)C1=CC(=NC(=C1)Cl)C1=CC(=NC=C1)C(=O)NC |r|